N-(2-(2-methylpyridin-4-yl)-1H-pyrrolo[3,2-c]pyridin-6-yl)bicyclo[4.1.0]heptane-7-carboxamide CC1=NC=CC(=C1)C1=CC=2C=NC(=CC2N1)NC(=O)C1C2CCCCC12